2,3-dihydro-[1,4]-dioxine O1CCOC=C1